5-(2,5-dimethylphenyl)-3-(4-fluorophenyl)piperidin-2-one CC1=C(C=C(C=C1)C)C1CC(C(NC1)=O)C1=CC=C(C=C1)F